(E)-thiacyclohexane-1,1-dione S1(CCCCC1)(=O)=O